ClC=1C=C(C=CC1OC(F)F)NC=1C2=C(N=CN1)C=CC(=N2)N2[C@@H]1CN([C@H](C2)C1)C(=O)OC(C)(C)C (1S,4S)-tert-Butyl 5-(4-((3-chloro-4-(difluoromethoxy)phenyl)amino)pyrido[3,2-d]pyrimidin-6-yl)-2,5-diazabicyclo[2.2.1]heptane-2-carboxylate